(S)-4-(3-aminopiperidin-1-yl)-5-fluoro-2,3-dimethyl-1H-indole-7-carboxamide 2-butynoate C(C#CC)(=O)O.N[C@@H]1CN(CCC1)C1=C2C(=C(NC2=C(C=C1F)C(=O)N)C)C